NC1=C(C=C(C#N)C=C1CCOCOCC[Si](C)(C)C)C(C)C 4-amino-3-isopropyl-5-(2-((2-(trimethylsilyl)ethoxy)methoxy)ethyl)benzonitrile